Ethyl 6-vinylpyrazolo[1,5-a]pyrimidine-3-carboxylate C(=C)C=1C=NC=2N(C1)N=CC2C(=O)OCC